pentaethylene glycol monodecyl ether C(CCCCCCCCC)OCCOCCOCCOCCOCCO